t-butyl ((3-aminobicyclo[1.1.1]pentan-1-yl)methyl)carbamate NC12CC(C1)(C2)CNC(OC(C)(C)C)=O